5-methyl-1,2,3,4-tetrahydroquinoline CC1=C2CCCNC2=CC=C1